(2-((5-chloro-2-((2-methoxy-4-(4-(4-methylpiperazin-1-yl)piperidin-1-yl)phenyl)amino)pyrimidin-4-yl)amino)phenyl)dimethylphosphine oxide ClC=1C(=NC(=NC1)NC1=C(C=C(C=C1)N1CCC(CC1)N1CCN(CC1)C)OC)NC1=C(C=CC=C1)P(C)(C)=O